4-(2-chloro-4-(2-(2-ethoxy-1-((R)-6-fluoro-6,7-dihydro-5H-pyrrolo[1,2-c]imidazol-1-yl)-2-oxoethyl)-4-fluoro-2H-indazol-6-yl)phenyl)piperazine-1-carboxylic acid tert-butyl ester C(C)(C)(C)OC(=O)N1CCN(CC1)C1=C(C=C(C=C1)C=1C=C(C2=CN(N=C2C1)C(C(=O)OCC)C1=C2N(C=N1)C[C@@H](C2)F)F)Cl